S-(4-hydroxy-3,3-dimethylbutyl) thioacetate C(C)(=O)SCCC(CO)(C)C